tert-butyl 4-((4-(3-(2,6-bis(benzyloxy)pyridin-3-yl)-2-oxo-2,3-dihydrobenzo[d]oxazol-6-yl)piperazin-1-yl)methyl)piperidine-1-carboxylate C(C1=CC=CC=C1)OC1=NC(=CC=C1N1C(OC2=C1C=CC(=C2)N2CCN(CC2)CC2CCN(CC2)C(=O)OC(C)(C)C)=O)OCC2=CC=CC=C2